COC=1C=C(C=C2C(N(/C(/S2)=N/C2=CC=C(C=C2)S(=O)(=O)N)C2=CC=CC=C2)=O)C=CC1OC 4-(((2Z)-5-(3,4-dimethoxybenzylidene)-4-oxo-3-phenylthiazolidin-2-ylidene)amino)benzenesulphonamide